BrC1=C(C=CC(=C1)Cl)F 1-bromo-5-chloro-2-fluorobenzene